Benzoic acid hemifumarate C(\C=C\C(=O)O)(=O)O.C(C1=CC=CC=C1)(=O)O.C(C1=CC=CC=C1)(=O)O